(S)-1-((7-Chloro-2-(3'-(3-((3-hydroxypyrrolidin-1-yl)methyl)-1,7-naphthyridin-8-ylamino)-2,2'-dimethylbiphenyl-3-yl)benzo[d]oxazol-5-yl)methyl)piperidin ClC1=CC(=CC=2N=C(OC21)C=2C(=C(C=CC2)C2=C(C(=CC=C2)NC=2N=CC=C1C=C(C=NC21)CN2C[C@H](CC2)O)C)C)CN2CCCCC2